ClC1=CC(=C(C=C1)C1=NC(=NC2=C1N=C(N(C2=O)C)C)[C@@]21CCO[C@@H]([C@H]1C2)C=2C=NN(C2)C2CC2)F 8-(4-chloro-2-fluorophenyl)-6-((1s,2s,6r)-2-(1-cyclopropyl-1H-pyrazol-4-yl)-3-oxabicyclo[4.1.0]hept-6-yl)-2,3-dimethylpyrimido[5,4-d]pyrimidin-4(3H)-one